O[Si](CCCC(=O)N([C@@H](C)C(=O)[O-])C)(C)C N-(4-(hydroxydimethylsilyl)butanoyl)-N-methyl-L-alaninate